BrC=1C=C(C(=C(C1)N1C[C@@H](N(CC1)C(=O)OC(C)(C)C)C)[N+](=O)[O-])F |r| tert-butyl rac-(2S)-4-(5-bromo-3-fluoro-2-nitro-phenyl)-2-methyl-piperazine-1-carboxylate